2-(Trimethylsilyl)ethyl ((2R-4R)-2-ethylpiperidin-4-yl)carbamate C(C)[C@H]1NCC[C@H](C1)NC(OCC[Si](C)(C)C)=O